1-[1-(4-bromo-1-naphthyl)ethyl]-N-[(3-fluorophenyl)methyl]piperidine-4-carboxamide BrC1=CC=C(C2=CC=CC=C12)C(C)N1CCC(CC1)C(=O)NCC1=CC(=CC=C1)F